(benzyl(ethoxycarbonyl)amino)-5-methylhexanoate C(C1=CC=CC=C1)N(C(=O)OCC)C(C(=O)[O-])CCC(C)C